C1N(CC2=CC=CC=C12)CC1=CC=C(CC=2C=3C4=C(C(NC4=CC2)=O)C=CC3)C=C1 6-(4-(isoindolin-2-ylmethyl)benzyl)-2-oxobenzo[cd]indol